C([C@@H]1[C@H]([C@@H]([C@H]([C@H](O1)O[C@@H](CC(=O)[O-])C(=O)[O-])[NH3+])O)O)O The molecule is a carbohydrate acid derivative anion obtained by deprotonation of both carboxy groups and protonation of the amino group of (S)-malyl alpha-D-glucosaminide; major species at pH 7.3. It is an organic molecular entity and a carbohydrate acid derivative anion.